C1(CC1)C1=CC(=NN1)NC1=NC(=NC=C1)N1C[C@@H](CC1)C(C)(C)OC N-(5-Cyclopropyl-1H-pyrazol-3-yl)-2-[(3R)-3-(1-methoxy-1-methyl-ethyl)pyrrolidin-1-yl]pyrimidin-4-amine